COC(=O)[C@H]1N([C@H](CC1)C1=C(C=CC=C1)Cl)C(=O)C=1C(=CC=CC1)C1=CC(=CC=C1)C#N (2S,5R)-5-(2-chlorophenyl)-1-(3'-cyanobiphenylcarbonyl)pyrrolidine-2-carboxylic acid methyl ester